C(C)(=O)C(C(=O)O)(CN)N acetyl-2,3-diaminopropionic acid